N-(4-((4-(3-hydroxyphenyl)piperazin-1-yl)sulfonyl)phenyl)-2-(N-methylmethylsulfonamido)benzamide OC=1C=C(C=CC1)N1CCN(CC1)S(=O)(=O)C1=CC=C(C=C1)NC(C1=C(C=CC=C1)N(S(=O)(=O)C)C)=O